((5-(1-benzyl-1H-indol-4-yl)furan-2-yl)methyl)-8-(2-chloroacetyl)-1-thia-4,8-diazaspiro[4.5]decan-3-one C(C1=CC=CC=C1)N1C=CC2=C(C=CC=C12)C1=CC=C(O1)CC1SC2(NC1=O)CCN(CC2)C(CCl)=O